ClC1=CC(=NC(=N1)NC1CCC(CC1)(F)F)N1N=C(C=C1)C(=O)OCC ethyl 1-(6-chloro-2-((4,4-difluorocyclohexyl)amino) pyrimidin-4-yl)-1H-pyrazole-3-carboxylate